BrC=1OC(=NN1)C(F)(F)F 2-bromo-5-(trifluoromethyl)-1,3,4-oxadiazole